CC(=O)CCCCC Methyln-amyl ketone